2-oxo-3-(pyridin-4-yl)propyl-3,3-dimethoxycyclobutane-1-carboxylate O=C(COC(=O)C1CC(C1)(OC)OC)CC1=CC=NC=C1